C1C(CC2=CC=CC=C12)NC(=O)C=1C(=C2C=CC(OC2=CC1CCCCC)(CCC=C(C)C)C)O N-(2,3-dihydro-1H-inden-2-yl)-5-hydroxy-2-methyl-2-(4-methylpent-3-en-1-yl)-7-pentyl-2H-chromen-6-carboxamide